6-(4-amino-2,6-dichlorophenoxy)-4-isopropyl-pyridazine NC1=CC(=C(OC2=CC(=CN=N2)C(C)C)C(=C1)Cl)Cl